C1(CCC1)CC1=CN(C=2C1=NC=C(C2)C=2C(=NOC2C)C)C2=C(C=C(C(=O)O)C=C2OCCC)OCCC 4-(3-(cyclobutylmethyl)-6-(3,5-dimethylisoxazol-4-yl)-1H-pyrrolo[3,2-b]pyridin-1-yl)-3,5-dipropoxybenzoic acid